(R)-2-aminopropane-1-ol N[C@@H](CO)C